((2-(3'-(7-cyano-5-(((R)-3-cyanopyrrolidin-1-yl)methyl)benzo[d]oxazol-2-yl)-2,2'-dimethyl-[1,1'-biphenyl]-3-yl)-6-(difluoromethoxy)benzo[d]oxazol-5-yl)methyl)-L-proline C(#N)C1=CC(=CC=2N=C(OC21)C=2C(=C(C=CC2)C2=C(C(=CC=C2)C=2OC1=C(N2)C=C(C(=C1)OC(F)F)CN1[C@@H](CCC1)C(=O)O)C)C)CN1C[C@@H](CC1)C#N